C(C)CC(=O)[O-].C(C)CC(=O)[O-].C(C)CC(=O)[O-].[Al+3].FC1=C(C=CC=C1)C(O)C1=CC=C(C=C1)F (2-fluorophenyl)(4-fluorophenyl)methanol aluminum tris(ethyl-acetate)